6-((1H-pyrazol-3-yl)sulfonyl)-2-((1-(difluoromethyl)-1H-pyrazol-3-yl)methyl)phthalazin-1(2H)-one N1N=C(C=C1)S(=O)(=O)C=1C=C2C=NN(C(C2=CC1)=O)CC1=NN(C=C1)C(F)F